tert-Butyl 3-(3-methyl-1,2,4-oxadiazol-5-yl)piperidine-1-carboxylate CC1=NOC(=N1)C1CN(CCC1)C(=O)OC(C)(C)C